ytterbium heptanedione CC(C(CCCC)=O)=O.[Yb]